FC1=C(C=C(C=C1)OC1=CC(=CC=C1)F)[C@@H]1N(OCC1)C1=CC(=NC=N1)NC=1C(=CC(=C(C1)NC(C=C)=O)N1CCN(CC1)C)OC (R)-N-(5-((6-(3-(2-fluoro-5-(3-fluorophenoxy)-phenyl)isoxazolidin-2-yl)pyrimidin-4-yl)amino)-4-methoxy-2-(4-methylpiperazin-1-yl)phenyl)-acrylamide